COC(C1=C(C=CC(=C1)\C=C\C(N1C(C(CCC1)[Se]C1=CC=CC=C1)=O)=O)OC)=O (E)-methyl-2-methoxy-5-(3-oxo-3-(2-oxo-3-(Phenylselanyl)piperidin-1-yl)prop-1-en-1-yl)benzoate